methyl 2-((1-(tert-butoxycarbonyl)-3,3-difluoropiperidin-4-yl)amino)isonicotinate C(C)(C)(C)OC(=O)N1CC(C(CC1)NC=1C=C(C(=O)OC)C=CN1)(F)F